5-(4-propylbenzoyl)-3-(1-(tert-butyl)-1,2,3,6-tetrahydropyridin-4-yl)-1H-indole C(CC)C1=CC=C(C(=O)C=2C=C3C(=CNC3=CC2)C=2CCN(CC2)C(C)(C)C)C=C1